2-(1-methylbutyl)-2-cyclohexen-1-one CC(CCC)C=1C(CCCC1)=O